2-[[4-[2-[4-(furan-2-carbonyl)-piperazin-1-yl]-2-oxoethyl]-6-(4-sulfamoylbenzylamino)-2-pyrimidinyl]amino]-4-methyl-5-thiazolecarboxylic acid ethyl ester C(C)OC(=O)C1=C(N=C(S1)NC1=NC(=CC(=N1)CC(=O)N1CCN(CC1)C(=O)C=1OC=CC1)NCC1=CC=C(C=C1)S(N)(=O)=O)C